C(C1=CC=CC=C1)[C@H](NC([C@@H](NC([C@@H](NC(OCC1C2=CC=CC=C2C=2C=CC=CC12)=O)CC(C)C)=O)CCC(C=[N+]=[N-])=O)=O)C(NCCOCCOCCOCCOCCC(=O)O)=O (5S,8S,11S)-11-Benzyl-8-(4-diazo-3-oxobutyl)-1-(9H-fluoren-9-yl)-5-isobutyl-3,6,9,12-tetraoxo-2,16,19,22,25-pentaoxa-4,7,10,13-tetraazaoctacosane-28-oic acid